ClC1=CC=C(C=C1)C1=NC(C=2N(C3=C1C(=CS3)C)C(=NN2)C)CC=2OC=CN2 2-((4-(4-chlorophenyl)-3,9-dimethyl-6H-thieno[3,2-f][1,2,4]triazolo[4,3-a][1,4]diazepin-6-yl)methyl)oxazole